gadolinium(III) 2,2',2''-(10-((2R,3S)-1,3,4-trihydroxybutane-2-yl)-1,4,7,10-tetraazacyclododecane-1,4,7-triyl)triacetate OC[C@H]([C@@H](CO)O)N1CCN(CCN(CCN(CC1)CC(=O)[O-])CC(=O)[O-])CC(=O)[O-].[Gd+3]